N-(3-(dimethylphosphoryl)-4-fluorophenyl)-2-(4-fluoro-2-methylphenoxy)-4-(trifluoromethyl)benzamide CP(=O)(C)C=1C=C(C=CC1F)NC(C1=C(C=C(C=C1)C(F)(F)F)OC1=C(C=C(C=C1)F)C)=O